2-butyne-1,4-disulfonic acid C(C#CCS(=O)(=O)O)S(=O)(=O)O